ClC=1C=CC(=NC1)[C@@]1(OC2=C(O1)C=CC=C2C2CCC(CC2)NC)C 4-((S)-2-(5-chloropyridin-2-yl)-2-methylbenzo[d][1,3]dioxol-4-yl)-N-methylcyclohexan-1-amine